4-(Thiophen-3-yloxy)butanoyl chloride S1C=C(C=C1)OCCCC(=O)Cl